NC=1C=CC(=C2CN(C(C12)=O)CC(C(=O)N)=C)C1=NNC2=CC=CC=C12 2-{[7-amino-4-(1H-indazol-3-yl)-1-oxo-2,3-dihydro-1H-isoindol-2-yl]methyl}prop-2-enamide